2-[2-(furan-2-yl)vinyl]-4,6-bis(trichloromethyl)-s-triazine O1C(=CC=C1)C=CC1=NC(=NC(=N1)C(Cl)(Cl)Cl)C(Cl)(Cl)Cl